potassium {[5-chloro-2-(trifluoromethoxy)phenyl]sulfonyl}[(8S,9aR)-8-hydroxy-5-oxo-8,9,9a,10-tetrahydro-5H,7H-pyrido[3,2-f]pyrrolo[2,1-c][1,4]oxazepin-3-yl]azanide ClC=1C=CC(=C(C1)S(=O)(=O)[N-]C1=CC=2C(N3[C@@H](COC2N=C1)C[C@@H](C3)O)=O)OC(F)(F)F.[K+]